C(C)(C)(C)OC(=O)N1CC2(CC1)CCC(CC2)[Zn]I (2-tert-butoxy-carbonyl-2-azaspiro[4.5]decan-8-yl)-iodo-zinc